BrC1=CC(=C(C=2CCCC12)N)C(C)C1CC1 7-bromo-5-(1-cyclopropylethyl)-2,3-dihydro-1H-inden-4-amine